4-(methoxymethyl)thiazol COCC=1N=CSC1